FC(CNC(=O)C1=CN=C2N1C=C(C=C2)C2=CNC1=NC(=CC=C12)C=1C=NN(C1)C)F N-(2,2-difluoroethyl)-6-(6-(1-methyl-1H-pyrazol-4-yl)-1H-pyrrolo[2,3-b]pyridin-3-yl)imidazo[1,2-a]pyridine-3-carboxamide